O=C1NC(CCC1C1=CC=C(C=C1)N1CCN(CC1)C(=O)OC(C)(C)C)=O tert-butyl 4-[4-(2,6-dioxo-3-piperidyl)phenyl]piperazine-1-carboxylate